C(C)C(COP(=O)(OCC(CCCC)CC)CCC(=O)O)CCCC 3-[bis-(2-ethylhexyl-oxy)phosphoryl]propionic acid